3,7,11,15-tetramethyl-6,10,14-hexadecatrien-3-ol CC(CC)(CCC=C(CCC=C(CCC=C(C)C)C)C)O